C(C)OC(=O)C=1SC2=C(N1)CC1(C(NC3=NC=CC=C31)=O)C2 2'-oxo-1',2',4,6-tetrahydrospiro[cyclopenta[d]thiazole-5,3'-pyrrolo[2,3-b]pyridine]-2-carboxylic acid ethyl ester